2-(9-ethyl-6-((2S,5R)-4-(1-(4-fluoro-3-(1-methylcyclopropyl)phenyl)ethyl)-2,5-dimethylpiperazin-1-yl)-3-methyl-2-oxo-3,9-dihydro-2H-purin-8-yl)acetonitrile C(C)N1C=2N(C(N=C(C2N=C1CC#N)N1[C@H](CN([C@@H](C1)C)C(C)C1=CC(=C(C=C1)F)C1(CC1)C)C)=O)C